C1(=CC=CC=C1)CC(C=C)O phenylbut-3-en-2-ol